4-{1-[4-(4-methyl-5-{[3-(trifluoromethyl)phenoxy]methyl}-4H-1,2,4-triazol-3-yl)phenyl]-1H-1,2,3-triazol-4-yl}piperidine CN1C(=NN=C1COC1=CC(=CC=C1)C(F)(F)F)C1=CC=C(C=C1)N1N=NC(=C1)C1CCNCC1